1,1-bis(4-amino-3,5-dimethylcyclohexyl)ethane NC1C(CC(CC1C)C(C)C1CC(C(C(C1)C)N)C)C